CC=CCCCCCCC 2-Decene